diphenyliodonium 4-methoxybenzensulfonate COC1=CC=C(C=C1)S(=O)(=O)[O-].C1(=CC=CC=C1)[I+]C1=CC=CC=C1